BETA-PROPIOLACTON C1(CCO1)=O